C1(C=CC=C1)[Pt](C[Si](C)(C)C)(CC)CC (cyclopentadienyl)diethyl-trimethylsilylmethyl-platinum